BrC=1C=C2C=NC(=NC2=CC1)N[C@@H]1CN(CCC1)C(=O)OC(C)(C)C tert-Butyl (S)-3-((6-bromoquinazolin-2-yl)amino)piperidine-1-carboxylate